2-chloro-4-(4-hydroxy-4-(1-(5-(trifluoromethoxy)pyridin-2-yl)propyl)piperidin-1-yl)-7-methyl-6-oxo-6,7-dihydrothieno[2,3-b]pyridine-5-carbonitrile ClC1=CC2=C(N(C(C(=C2N2CCC(CC2)(C(CC)C2=NC=C(C=C2)OC(F)(F)F)O)C#N)=O)C)S1